(1s,3R,4s,5S,7s)-4-(9,9-dimethyl-8,9-dihydro-1H,7H-pyrrolo[3'',2'':5',6']pyrido[3',4':4,5][1,2,3]diazaborinino[3,2-b][1,3,2]oxazaborinin-4-yl)adamantan-1-ol CC1(CCN2B(O1)C1=C(C(=N2)C2[C@H]3CC4(CC(C[C@H]2C4)C3)O)C3=C(N=C1)NC=C3)C